Cl.C(C)O[C@@H]1C[C@H](NC1)C(=O)OCC#N (2S,4R)-Cyanomethyl 4-ethoxypyrrolidine-2-carboxylate hydrochloride